1-(4-Chloro-6-((3-(trimethoxysilyl)propyl)amino)-1,3,5-triazin-2-yl)-1-(5-tetradecanamidopentyl)pyrrolidin-1-ium chlorid [Cl-].ClC1=NC(=NC(=N1)NCCC[Si](OC)(OC)OC)[N+]1(CCCC1)CCCCCNC(CCCCCCCCCCCCC)=O